ethyl 4-(4'-(5-methyl-1,3,4-thiadiazol-2-yl)-[1,1'-biphenyl]-4-yl)-1H-1,2,3-triazole-5-carboxylate CC1=NN=C(S1)C1=CC=C(C=C1)C1=CC=C(C=C1)C=1N=NNC1C(=O)OCC